C12=CC=C3C=C2C2=CC=CC4=CC=C1C3=C24 Benzo[alpha]pyrene